7-Azetidin-1-yl-2-(4-fluoromethoxy-phenyl)-imidazo[1,2-a]pyridine N1(CCC1)C1=CC=2N(C=C1)C=C(N2)C2=CC=C(C=C2)OCF